C(CCCC=C)C1C2C=CC(C1)C2 5-(hex-5-en-1-yl)bicyclo[2.2.1]hept-2-ene